OC=1C=C(OC2=CC=C(C=C2)C2=CC=C(C=C2)/C=C/C(=O)C2=CC=CC=C2)C=C(C1)O (E)-3-[4-[4-(3,5-Dihydroxyphenoxy)phenyl]phenyl]-1-phenylprop-2-en-1-one